(R)-5-(2-(dimethylamino)ethoxy)-2-methyl-N-(1-(3-(1-methyl-1H-pyrazol-4-yl)-5-(3-methyl-3H-imidazo[4,5-b]pyridin-6-yl)phenyl)ethyl)benzamide CN(CCOC=1C=CC(=C(C(=O)N[C@H](C)C2=CC(=CC(=C2)C=2C=C3C(=NC2)N(C=N3)C)C=3C=NN(C3)C)C1)C)C